C(#N)CC1CCC(CC1)N1C(=NC=2C1=C1C(=NC2)NC=C1)CC(=O)NC1CCC(CC1)(C)C 2-(1-((1r,4r)-4-(cyanomethyl)cyclohexyl)-1,6-dihydroimidazo[4,5-d]pyrrolo[2,3-b]pyridin-2-yl)-N-(4,4-dimethylcyclohexyl)acetamide